(1s,2r)-amino alcohol NO